({[5-(Difluoromethyl)-1-methyl-3-(trifluoromethyl)-1H-pyrazol-4-yl]methyl}sulfonyl)-5,5-dimethyl-4,5-dihydro-1,2-oxazole FC(C1=C(C(=NN1C)C(F)(F)F)CS(=O)(=O)C1=NOC(C1)(C)C)F